3-(4-Bromo-2,6-difluorophenyl)-2-(4-fluorophenyl)-1,3-thiazolidin-4-one BrC1=CC(=C(C(=C1)F)N1C(SCC1=O)C1=CC=C(C=C1)F)F